2,5-Dimethyl-7-(1-(pyridin-2-ylamino)ethyl)quinolin-8-ol CC1=NC2=C(C(=CC(=C2C=C1)C)C(C)NC1=NC=CC=C1)O